COC[C@H](CC(=O)N1CCN(CC1)C1=NC=C(C=C1)C(F)(F)F)NC (3S)-4-methoxy-3-(methylamino)-1-[4-[5-(trifluoromethyl)-2-pyridinyl]piperazin-1-yl]butan-1-one